2-butyl-1-(hexahydropyridin-4-ylmethyl)-7-(1-methylhexahydropyridin-4-yl)thiopheno[3,2-b]imidazo[4,5-d]pyridin-4-amine C(CCC)C1=NC=2C(=C3C(=NC2N)C=C(S3)C3CCN(CC3)C)N1CC1CCNCC1